2-methyl-2-(5-((3R)-3-methylmorpholin-4-yl)-1-(trideuteromethyl)pyrazolo[4,3-b]pyridin-7-yl)propionitrile CC(C#N)(C)C1=C2C(=NC(=C1)N1[C@@H](COCC1)C)C=NN2C([2H])([2H])[2H]